(R)-2-(3-chlorophenyl)-2-methyl-1-phenylpropyl ((S)-1-(((S)-1-hydroxy-3-((S)-2-oxopyrrolidin-3-yl)propan-2-yl)amino)-1-oxohexan-2-yl)carbamate OC[C@H](C[C@H]1C(NCC1)=O)NC([C@H](CCCC)NC(O[C@@H](C(C)(C)C1=CC(=CC=C1)Cl)C1=CC=CC=C1)=O)=O